CC=1SC(=C(N1)[C@H](N)C1(CCC1)C)C (R)-(2,5-Dimethylthiazol-4-yl)(1-methylcyclobutyl)methanamine